96E-beta-farnesene CCC(=C)CC\C=C(/C)\CCC=C(C)C